(1R,2R,3S,5R)-2-((benzyloxy)carbonyl)-3-(4-bromophenyl)-5-ethoxycyclohexane-1-carboxylic acid C(C1=CC=CC=C1)OC(=O)[C@H]1[C@@H](C[C@@H](C[C@@H]1C1=CC=C(C=C1)Br)OCC)C(=O)O